4-Phenyl-pyrazole-1-carboxylic acid {2-[4-(2-chloro-phenoxy)-piperidin-1-yl]-2-oxo-ethyl}-amide ClC1=C(OC2CCN(CC2)C(CNC(=O)N2N=CC(=C2)C2=CC=CC=C2)=O)C=CC=C1